(S)-2-((2-(benzyloxy)-5,6-dihydro-1,7-naphthyridin-7(8H)-yl)methyl)-3-(oxetan-2-ylmethyl)-3H-imidazo[4,5-b]pyridine-5-carboxylic acid C(C1=CC=CC=C1)OC1=NC=2CN(CCC2C=C1)CC1=NC=2C(=NC(=CC2)C(=O)O)N1C[C@H]1OCC1